C(C)(=O)N1C[C@H]([C@@H](CC1)CN1N=CC(=C1C(=O)NC1=NC=C(C=C1C)C#CC1=CC=C(C=C1)F)Cl)F 1-(((3S,4S)-1-acetyl-3-fluoropiperidin-4-yl)methyl)-4-chloro-N-(5-((4-fluorophenyl)ethynyl)-3-methylpyridin-2-yl)-1H-pyrazole-5-carboxamide